3-(4-fluorophenyl)-5,5,6,6-tetramethylpiperidin-2-one FC1=CC=C(C=C1)C1C(NC(C(C1)(C)C)(C)C)=O